(6-cyano-2-pyridyl)sodium C(#N)C1=CC=CC(=N1)[Na]